[N].[N].[Fe] iron (0) dinitrogen